C(C)(C)N1N=CC(=C1C)C1=NC(=NC=C1)N 4-(1-isopropyl-5-methyl-1H-pyrazole-4-yl)pyrimidine-2-amine